O[C@]1(CN(C[C@H]1COC1=CC=C(C=C1)S(=O)(=O)C)C(=O)OC(C)(C)C)C |r| rac-cis-tert-butyl 3-hydroxy-3-methyl-4-((4-(methylsulfonyl)phenoxy)methyl)pyrrolidine-1-carboxylate